(2r,3r,4r,5s,6r)-2-((lauroyloxy)methyl)-6-(4-chloro-3-(4-ethoxyphenyl)phenyl)tetrahydro-2H-pyran C(CCCCCCCCCCC)(=O)OC[C@@H]1O[C@H](CCC1)C1=CC(=C(C=C1)Cl)C1=CC=C(C=C1)OCC